2-fluoro-6-hydroxy-4-(6-(6-((6-methoxypyridin-3-yl)methyl)-3,6-diazabicyclo[3.1.1]heptane-3-yl)pyridin-3-yl)pyrazolo[1,5-a]pyridin-3-carbaldehyde FC1=NN2C(C(=CC(=C2)O)C=2C=NC(=CC2)N2CC3N(C(C2)C3)CC=3C=NC(=CC3)OC)=C1C=O